N-(3-aminopropyl)-1-(4-((3-(3-fluoro-4-methoxy-phenyl)imidazo[1,2-a]pyrazin-8-yl)amino)-2-methylbenzoyl)piperidine-4-carboxamide hydrochloride Cl.NCCCNC(=O)C1CCN(CC1)C(C1=C(C=C(C=C1)NC=1C=2N(C=CN1)C(=CN2)C2=CC(=C(C=C2)OC)F)C)=O